C(OC1=CC=C(C=C1)[N+](=O)[O-])(O[C@@H]1COCC[C@H]1SSC1=NC=CC=C1)=O |r| 4-nitrophenyl (trans-(3RS,4RS)-4-(pyridin-2-yldisulfanyl)oxan-3-yl) carbonate